N1CCC(CC1)OC1CNC1 3-(piperidin-4-yloxy)azetidine